C1(CC1)[C@H]1N(SOC1)C(=O)O (R)-4-cyclopropyl-1,2,3-oxathiazolidine-3-carboxylic acid